[N+](=O)([O-])C=1C=C(C=CC1)NC(C1=C(C=CC=C1)NC1=CC=NC2=CC(=CC=C12)C(F)(F)F)=O N-(3-nitrophenyl)-2-[(7-trifluoromethylquinolin-4-yl)amino]benzamide